C(#N)C=1N[N+](=C2C=CC(=CC12)O)[O-] 3-cyano-5-hydroxy-2H-indazol-1-oxide